C(CCCCCC)C(OCCCCCCN(CCCCO)CCC[C@@H](C)C1CCC2C3CCC4C[C@@H](CC[C@@]4(C3CC[C@]12C)C)OC)O[Si](OCCCCCCCC)(C)C 13-heptyl-5-((4R)-4-((3R,10S,13R)-3-methoxy-10,13-dimethylhexadecahydro-1H-cyclopenta[a]phenanthren-17-yl)pentyl)-15,15-dimethyl-12,14,16-trioxa-5-aza-15-silatetracosan-1-ol